((4-(2-chloropyridin-4-yl)-5-(hydroxymethyl)thiazol-2-yl)amino)benzenesulfonic acid ClC1=NC=CC(=C1)C=1N=C(SC1CO)NC1=C(C=CC=C1)S(=O)(=O)O